N-(3-hydroxy-2,2-dimethylpropyl)-2-methyl-5-[(4-methyl-1,3-thiazol-5-yl)methoxy]-2H-indazole-3-carboxamide OCC(CNC(=O)C=1N(N=C2C=CC(=CC12)OCC1=C(N=CS1)C)C)(C)C